C1(CC1)CNC1=CC=C2C=C(C(=C(C2=C1)F)N1CC(NS1(=O)=O)=O)O 5-{7-[(cyclopropylmethyl)amino]-1-fluoro-3-hydroxynaphthalen-2-yl}-1λ6,2,5-thiadiazolidine-1,1,3-trione